CC1=CC(C2(C1)CCN(CC2)C(=O)OCC2=CC=CC=C2)=O benzyl 3-methyl-1-oxo-8-azaspiro[4.5]dec-2-ene-8-carboxylate